FC(C1=NN=C(O1)C1=CC=C(CN2C(N(C3=C2C=C(C(=C3)F)F)C3CCN(CC3)C)=O)C=C1)F 1-(4-(5-(difluoromethyl)-1,3,4-oxadiazole-2-yl)benzyl)-5,6-difluoro-3-(1-methylpiperidine-4-yl)-1,3-dihydro-2H-benzo[d]imidazole-2-one